3-[(aminoacetyl)amino]-2,2-bis({[(aminoacetyl)amino]methyl}propyl)acetamide tetrahydrochloride Cl.Cl.Cl.Cl.NCC(=O)NC(CCC(C(=O)N)CCCCNC(CN)=O)CNC(CN)=O